2-(4,5-dichloro-6-oxo-pyridazin-1-yl)acetic acid ClC=1C=NN(C(C1Cl)=O)CC(=O)O